O1N=C(CC1)N 4,5-DIHYDROISOXAZOL-3-AMINE